N1-((S)-3-cyclopropyl-1-oxo-1-(((S)-3-oxo-1-((S)-2-oxopyrrolidin-3-yl)-4-(2,3,5,6-tetrafluorophenoxy)butan-2-yl)amino)propan-2-yl)-N2-phenyloxalamide C1(CC1)C[C@@H](C(N[C@@H](C[C@H]1C(NCC1)=O)C(COC1=C(C(=CC(=C1F)F)F)F)=O)=O)NC(C(=O)NC1=CC=CC=C1)=O